CC1=C(C=CN=N1)[C@@H]1[C@H](C1)\C=C\C 6-methyl-5-((1S,2R)-2-((E)-prop-1-en-1-yl)cyclopropyl)pyridazine